C(C)OC(=O)N1CC2(C1)CC(CC2)N2CCN(CC2)C=2C(=NC=CC2)OC(F)F 6-{4-[2-(difluoromethoxy)pyridin-3-yl]piperazin-1-yl}-2-azaspiro[3.4]octane-2-carboxylic acid ethyl ester